ClC=1C=C(C=C(C1)NS(=O)(=O)C)NC(=O)C=1C=NN(C1)[C@H]1[C@H](CCCC1)O N-(3-chloro-5-(methylsulfonamido)phenyl)-1-(cis-2-hydroxycyclohexyl)-1H-pyrazole-4-carboxamide